(R)-1-(1-isocyanatoethyl)naphthalene N(=C=O)[C@H](C)C1=CC=CC2=CC=CC=C12